C(CN)N Ethylene-di-amine